C1(CCC1)C=1C=C(C=C(C1)F)N1N=C(C=C1CC(C)C)NC1=C(C(=O)[O-])C=C(C=N1)C=1SC=CC1 2-[[1-[3-(cyclobutyl)-5-fluorophenyl]-5-isobutylpyrazol-3-yl]amino]-5-(thiophen-2-yl)nicotinate